CCC(=O)OC methanol methyl-acetate